C(C)(C)(C)OC(=O)N1[C@@H](COCC1)C=1C=C(C=C2CCN(CC12)C(=O)N1CC(OCC1)(C)C)C=1C=C2C(=NC1)NC=C2C (R)-3-(2-(2,2-dimethylmorpholine-4-carbonyl)-6-(3-methyl-1H-pyrrolo[2,3-b]pyridine-5-yl)-1,2,3,4-tetrahydroisoquinolin-8-yl)morpholine-4-carboxylic acid tert-butyl ester